(2R)-2-(1H-1,2,3-triazol-5-ylpropanoyl)pyrrolidine-2-carboxamide N1N=NC=C1CCC(=O)[C@@]1(NCCC1)C(=O)N